N-methyl-4-(quinazolin-2-ylamino)-1H-pyrrole-2-carboxamide CNC(=O)C=1NC=C(C1)NC1=NC2=CC=CC=C2C=N1